4-hydroxy-5-oxo-2,5-dihydro-1H-pyrrole OC1=CCNC1=O